C1(=CC=CC=C1)C1=NNC(C1)C1=NC=CC=C1 2-(3-phenyl-4,5-dihydro-1H-pyrazol-5-yl)pyridine